ClC=1C=CC(=C(C1)C1=CC(=C(N=N1)SCCO)NC1=CC(=NC=C1)NC(=O)[C@@H]1C[C@@H](C1)N1[C@@H]2CN([C@H](C1)C2)C)F Cis-N-(4-{[6-(5-chloro-2-fluorophenyl)-3-[(2-hydroxyethyl)sulfanyl]pyridazin-4-yl]amino}pyridin-2-yl)-3-[(1S,4S)-5-methyl-2,5-diazabicyclo[2.2.1]heptan-2-yl]cyclobutane-1-carboxamide